FC1(OC2=C(O1)C=CC(=C2)[C@H](C)NC2=NC=CC(=C2)N2N=C(C=1CCCC3(C21)OCCO3)C(F)(F)F)F N-[(1S)-1-(2,2-difluoro-1,3-benzodioxol-5-yl)ethyl]-4-[3'-(trifluoromethyl)spiro[1,3-dioxolane-2,7'-5,6-dihydro-4H-indazole]-1'-yl]pyridine-2-amine